C1(CCCC1)C1=C(C(=O)O)C=CC(=C1)N1C=CC=2C1=NC(=CN2)C2CC2 2-cyclopentyl-4-(3-cyclopropylpyrrolo[2,3-b]pyrazin-5-yl)benzoic acid